CN(CCCN1C2=CC=C(C=C2C=2C1=NC=1C3=C(CCC1C2N)C=CC=C3)OC)C 12-(3-(dimethylamino)propyl)-9-methoxy-6,12-dihydro-5H-benzo[h]indolo[2,3-b]quinolin-7-amine